4-cyano-4-((dodecyl-thio)carbonyl-thio)pentanoic acid C(#N)C(CCC(=O)O)(C)SC(=O)SCCCCCCCCCCCC